(S)-N-(3-(2-((2,3-dihydro-1H-inden-2-yl)amino)pyrimidin-5-yl)-5-(dimethylamino)phenyl)-4,5,6,7-tetrahydro-1H-benzo[d][1,2,3]triazole-5-carboxamide C1C(CC2=CC=CC=C12)NC1=NC=C(C=N1)C=1C=C(C=C(C1)N(C)C)NC(=O)[C@@H]1CC2=C(NN=N2)CC1